NC1=NC=CC=C1C1=NC=2C(=NC(=CC2)N2N=CC=C2)N1C=1C=CC=2C(C3C(C2C1)C3)NC(C3=CC(=C(C=C3)O)C=O)=O N-(3-(2-(2-aminopyridin-3-yl)-5-(1H-pyrazol-1-yl)-3H-imidazo[4,5-b]pyridin-3-yl)-1,1a,6,6a-tetrahydrocyclopropa[a]inden-6-yl)-3-formyl-4-hydroxybenzamide